[Pd].C1(=CC=CC=C1)\C=C\C(\C=C\C1=CC=CC=C1)=O.C1(=CC=CC=C1)\C=C\C(\C=C\C1=CC=CC=C1)=O bis((1E,4E)-1,5-diphenylpent-1,4-dien-3-one) palladium